Potassium piperazine-N,N'-Didithiocarboxylate N1(CCN(CC1)C(=S)[S-])C(=S)[S-].[K+].[K+]